2-(4-(bis(benzyloxy)phosphoryl)phenyl)-2-(4-(2-(2-chloro-3,4-dimethoxybenzoylamino)ethyl)-2,3-dioxopiperazine-1-carboxamido)acetic acid C(C1=CC=CC=C1)OP(=O)(OCC1=CC=CC=C1)C1=CC=C(C=C1)C(C(=O)O)NC(=O)N1C(C(N(CC1)CCNC(C1=C(C(=C(C=C1)OC)OC)Cl)=O)=O)=O